(Z)-2-((3R,4S,5S,8S,9S,10S,11R,13R,14S,16S)-16-acetoxy-3,11-dihydroxy-4,8,10,14-tetramethylhexadecahydro-17H-cyclopenta[a]phenanthren-17-ylidene)-6,6-dichlorohex-5-enoic acid C(C)(=O)O[C@H]\1C[C@@]2([C@]3(CC[C@H]4[C@@H]([C@@H](CC[C@@]4([C@@H]3[C@@H](C[C@H]2/C1=C(/C(=O)O)\CCC=C(Cl)Cl)O)C)O)C)C)C